C(CCC)OC1=CC=C(C=C1)C1=NC(=NO1)CC(C(=O)O)=C 2-((5-(4-butoxyphenyl)-1,2,4-oxadiazol-3-yl)methyl)acrylic acid